Methyl-(S,E)-(1-((1-((6-((2,4-difluorobenzyl)oxy)-9H-purin-8-yl)methyl)-2-oxo-1,2-dihydropyridin-3-yl)amino)-7-(dimethylamino)-1,7-dioxohept-5-en-2-yl)carbamat COC(N[C@H](C(=O)NC=1C(N(C=CC1)CC=1NC2=NC=NC(=C2N1)OCC1=C(C=C(C=C1)F)F)=O)CC\C=C\C(=O)N(C)C)=O